2-[8-phenyl-6-azaspiro[3.4]octane-6-carbonyl]pyridin-4-ol C1(=CC=CC=C1)C1CN(CC12CCC2)C(=O)C2=NC=CC(=C2)O